(2S)-2-[[4-[(1RS)-1-[(2,4-diaminopteridin-6-yl)methyl]but-3-ynyl]benzoyl]amino]pentanedioic acid NC1=NC2=NC=C(N=C2C(=N1)N)C[C@@H](CC#C)C1=CC=C(C(=O)N[C@H](C(=O)O)CCC(=O)O)C=C1 |&1:13|